NC=1C(=C(C(=C(C(=O)NCC(CO)O)C1)I)C(=O)NCC(CO)O)I 5-amino-N1,N3-bis(2,3-dihydroxypropyl)-2,4-diiodoisophthalamide